ethyl 5-fluoro-7-(4,4,5,5-tetramethyl-1,3,2-dioxaborolan-2-yl)-1H-indole-2-carboxylate FC=1C=C2C=C(NC2=C(C1)B1OC(C(O1)(C)C)(C)C)C(=O)OCC